COC(=O)C=1C=C(C2=C(N(C(=N2)CN2CCC(CC2)C2=NC(=CC=C2)OCC=2C=3N(C(=CC2)OC)N=CC3)C[C@H]3OCC3)C1)C (S)-Methyl-2-((4-(6-((7-methoxypyrazolo[1,5-a]pyridin-4-yl)methoxy)pyridin-2-yl)piperidine-1-yl)methyl)-1-((oxetan-2-yl)methyl)-1H-benzo[d]imidazole-6-carboxylic acid methyl ester